2-(3-bromo-5-isoxazolyl)phenoxyl-5-chloropyrimidine BrC1=NOC(=C1)C1=C(OC2=NC=C(C=N2)Cl)C=CC=C1